5-chloro-2-(1-methylcyclopropoxy)aniline ClC=1C=CC(=C(N)C1)OC1(CC1)C